[3-{3-[(R)-cyclobutyl(4-methyl-4H-1,2,4-triazol-3-yl)methyl]phenyl}-5-(trifluoromethyl)-1H-pyrazolo[3,4-c]pyridin-7-yl]methanol C1(CCC1)[C@H](C=1C=C(C=CC1)C1=NNC2=C(N=C(C=C21)C(F)(F)F)CO)C2=NN=CN2C